NC=1SC=C(N1)[C@@H]1N(CCC1)C1=CC=C(OCCNC(OC(C)(C)C)=O)C=C1 tert-butyl (R)-(2-(4-(2-(2-aminothiazol-4-yl)pyrrolidin-1-yl)phenoxy)ethyl)carbamate